4-(6-amino-2-chloro-9H-purin-9-yl)-N-(3,4-dimethoxyphenyl)cyclohexanecarboxamide NC1=C2N=CN(C2=NC(=N1)Cl)C1CCC(CC1)C(=O)NC1=CC(=C(C=C1)OC)OC